BrC=1C=C(C=C2CCN(CC12)C(=O)OC(C)(C)C)C(=O)O 8-bromo-2-(tert-butoxycarbonyl)-1,2,3,4-tetrahydroisoquinoline-6-carboxylic acid